SCC(C(=O)NCC(=O)O)C 3-mercaptoisobutyryl-glycine